7-(5,6,7,8-tetrahydronaphthalen-1-yl)quinoline-3-carbonitrile C1(=CC=CC=2CCCCC12)C1=CC=C2C=C(C=NC2=C1)C#N